N-(4'-((5-(2-fluoropropan-2-yl)pyridin-3-yl)amino)-5-(2-hydroxypropan-2-yl)-[2,3'-bipyridin]-6'-yl)acetamide FC(C)(C)C=1C=C(C=NC1)NC1=C(C=NC(=C1)NC(C)=O)C1=NC=C(C=C1)C(C)(C)O